[4-(2,4-Difluoro-5-methoxycarbamoyl-phenylamino)-5-isopropyl-pyrrolo[2,1-f][1,2,4]triazin-6-yl]-carbamic acid tetrahydro-furan-2-ylmethyl ester O1C(CCC1)COC(NC=1C(=C2C(=NC=NN2C1)NC1=C(C=C(C(=C1)C(NOC)=O)F)F)C(C)C)=O